tert-butyl (3-cyano-4,6-bis(trifluoromethyl)pyridin-2-yl)glycinate C(#N)C=1C(=NC(=CC1C(F)(F)F)C(F)(F)F)NCC(=O)OC(C)(C)C